(R)-2,2'-dimethoxy-1,1'-binaphthyl COC1=C(C2=CC=CC=C2C=C1)C3=C(C=CC4=CC=CC=C43)OC